ClC=1C=NC(=NC1)N1CCC(CC1)CCCOC1=CC(=C(C(=C1)F)CC(=O)N1CC(C1)CNC[C@@H]([C@H]([C@@H]([C@@H](CO)O)O)O)O)F 2-[4-[3-[1-(5-chloropyrimidin-2-yl)-4-piperidyl]propoxy]-2,6-difluoro-phenyl]-1-[3-[[[(2S,3R,4R,5R)-2,3,4,5,6-pentahydroxyhexyl]amino]methyl]azetidin-1-yl]ethanone